COC1=C(C=CC(=C1)OC)CSC=1C=C2C(=NC1)N=CS2 6-[(2,4-Dimethoxyphenyl)methylsulfanyl]thiazolo[4,5-b]pyridine